N-(4'-(tert-butyl)-[1,1'-biphenyl]-3-yl)-7,8-difluoro-N-methyl-[1,2,4]triazolo[4,3-a]quinazolin-5-amine C(C)(C)(C)C1=CC=C(C=C1)C1=CC(=CC=C1)N(C1=NC=2N(C3=CC(=C(C=C13)F)F)C=NN2)C